oxiran-2-ylmethoxy-tris(prop-2-yl)silane O1C(C1)CO[Si](C(C)C)(C(C)C)C(C)C